1-phenyl-3-(2,6-dimethoxystyryl)-5-(2,6-dimethoxyphenyl)-dihydropyrazole C1(=CC=CC=C1)N1NC(C=C1C1=C(C=CC=C1OC)OC)C=CC1=C(C=CC=C1OC)OC